N(=[N+]=[N-])CCC(COCCO)O (2-azidoethyl)diethylene glycol